C1(CC1)S(=O)(=O)NC=1SC=C(N1)C1(CC1)C(=O)NC1=CC=C(C=C1)C1=NC(=CN=C1)C(F)(F)F 1-(2-(cyclopropanesulfonylamino)thiazol-4-yl)-N-(4-(6-(trifluoromethyl)pyrazin-2-yl)phenyl)cyclopropane-1-carboxamide